OC1[C@@H](O)[C@H](O)[C@@H](O)[C@H](O1)C(=O)O Idopyranuronic acid